(2-bromo-5-fluorothiophen-3-yl)methyl cyclopentyl(methyl)carbamate C1(CCCC1)N(C(OCC1=C(SC(=C1)F)Br)=O)C